ClC1=NC=C(C(=N1)C=1C=NN(C1)C1CCC1)Cl 2,5-dichloro-4-(1-cyclobutyl-1H-pyrazol-4-yl)pyrimidine